1,6-bis(2-pyridyl)hexane tert-butyl-4-[4-(4-{1-[(tert-butoxy)carbonyl]-1,2,3,6-tetrahydropyridin-4-yl}-2-methylbenzamido)-2-methoxyphenyl]-1,2,3,6-tetrahydropyridine-1-carboxylate C(C)(C)(C)OC(=O)N1CCC(=CC1)C1=C(C=C(C=C1)NC(C1=C(C=C(C=C1)C=1CCN(CC1)C(=O)OC(C)(C)C)C)=O)OC.N1=C(C=CC=C1)CCCCCCC1=NC=CC=C1